3-(chlorosulfonyl)-5-fluoro-4-hydroxybenzoic acid ClS(=O)(=O)C=1C=C(C(=O)O)C=C(C1O)F